4-(2-Aminoethyl)-benzenesulfonylfluoride hydrochloride Cl.NCCC1=CC=C(C=C1)S(=O)(=O)F